Hexadecyl-methyl-heptasiloxane C(CCCCCCCCCCCCCCC)[SiH](O[SiH2]O[SiH2]O[SiH2]O[SiH2]O[SiH2]O[SiH3])C